5-(3-ethyl-1,2,4-oxadiazol-5-yl)-2-methoxyaniline C(C)C1=NOC(=N1)C=1C=CC(=C(N)C1)OC